FC=1C=C(C=CC1OC1=CC=NC2=CC(=CC=C12)OCCCN1CCOCC1)NC(=O)C1=C2C(=CN(C1=O)C1=CC=C(C=C1)F)CCO2 N-(3-fluoro-4-{[7-(3-morpholinopropoxy)quinolin-4-yl]oxy}phenyl)-5-(4-fluorophenyl)-6-oxo-2,3,5,6-tetrahydrofuro[3,2-c]pyridine-7-carboxamide